trimethyl-[2-[[5-(1-methylcyclopropoxy)indazol-2-yl]methoxy]ethyl]silane C[Si](CCOCN1N=C2C=CC(=CC2=C1)OC1(CC1)C)(C)C